C(CCCCCCCC)C1=CC=C(C=C1)P(O)(O)=O (p-nonyl-phenyl)phosphonic acid